CN1C(=NC2=C1C=CC(=C2)C(=O)N2C[C@@H](CCC2)NC(OC(C)(C)C)=O)C=2N(C1=CC=CC=C1C2)CC2=NC=CC=C2 1,1-dimethylethyl [(3R)-1-({1-methyl-2-[1-(2-pyridinylmethyl)-1H-indol-2-yl]-1H-benzimidazol-5-yl}carbonyl)-3-piperidinyl]carbamate